2,3',3-trifluorobenzidine FC1=C(C=CC(=C1F)N)C1=CC(=C(N)C=C1)F